ClC=1C=C(C=C(C1)Cl)C1=CC=C(C=C1)C(C=CC=1C=C2N=CC=NC2=CC1)=O 1-(3',5'-dichloro-[1,1'-biphenyl]-4-yl)-3-(quinoxalin-6-yl)prop-2-en-1-one